BrC=1C=CC(=NC1)C1=C(N(N=C1)C)NC1=NC(=CN=C1)C(C)C N-[4-(5-bromo-2-pyridinyl)-2-methyl-pyrazol-3-yl]-6-isopropyl-pyrazin-2-amine